C(C=C)(=O)NC1=C2C=CC=C(C2=CC=C1)C1=NC(=C2N1CCN(C2)C(=O)C=2NC=CC2)C(=O)NC2CCOCC2 3-(5-Acrylamidonaphthalen-1-yl)-7-(1H-pyrrole-2-carbonyl)-N-(tetrahydro-2H-pyran-4-yl)-5,6,7,8-tetrahydroimidazo[1,5-a]Pyrazine-1-carboxamide